OC1=C(C(=O)C2=C(C(OC3=CC=CC=C23)=O)C(=O)NN)C=CC=C1 (2-hydroxybenzoyl)-2-oxo-2H-chromene-3-carbohydrazide